CSC1=NC=C(C(=N1)NC1CCC(CC1)CO[Si](C)(C)C(C)(C)C)C(=O)O 2-(methylsulfanyl)-4-{[(1s,4s)-4-{[(tert-butyldimethylsilyl)oxy]methyl}cyclohexyl]amino}pyrimidine-5-carboxylic acid